3-(2-benzimidazolyl)-7-(dimethylamino)coumarin N1=C(NC2=C1C=CC=C2)C=2C(OC1=CC(=CC=C1C2)N(C)C)=O